S1C(=CC=C1)CN1CCN(CC1)CCNC1=CC=CC=C1 N-(2-(4-(thiophen-2-ylmethyl)piperazin-1-yl)ethyl)aniline